CC1(OB(OC1(C)C)C1=CC=CC=2C(OCCCC21)CNC(OC(C)(C)C)=O)C tert-butyl ((6-(4,4,5,5-tetramethyl-1,3,2-dioxaborolan-2-yl)-1,3,4,5-tetrahydrobenzo[c]oxepin-1-yl)methyl)carbamate